C(C1=CC=CC=C1)N1CN=C2C=CC(=CC2=C1)Br 3-benzyl-6-bromoquinazoline